FC1=C(C=CC=C1)N1C(C2=CC=CC=C2C=C1C)=O 2-(2-fluorophenyl)-3-methylisoquinolin-1-one